C(#C)C1CN(C1)CC=1C=NNC1 4-((3-ethynyl-azetidin-1-yl)methyl)-1H-pyrazole